O[C@@H]1C[C@H](N(C1)C([C@H](C(C)(C)C)N1N=NC(=C1)C1=CN=CC2=CC=CC=C12)=O)C(=O)NC (2S,4R)-4-hydroxy-1-[(2S)-2-[4-(4-isoquinolyl)triazol-1-yl]-3,3-dimethyl-butanoyl]-N-methyl-pyrrolidine-2-carboxamide